tert-butyl 3-benzyl-1-(cyanomethyl)-3,8-diazabicyclo[3.2.1]octane-8-carboxylate C(C1=CC=CC=C1)N1CC2(CCC(C1)N2C(=O)OC(C)(C)C)CC#N